3,9-bis(octadecyloxy)-2,4,8,10-tetraoxo-3,9-diphosphaspiro[5.5]undecane C(CCCCCCCCCCCCCCCCC)OP1C(CC2(CC1=O)CC(P(C(C2)=O)OCCCCCCCCCCCCCCCCCC)=O)=O